P(OCC)(OCC)(=S)SCCSCC O,O-diethyl S-(2-(ethylthio)ethyl) phosphorodithioate